CC(C(=O)O)CCCC.C(C)(=O)OC(CC)CC methyl-2-butyl acetate (methyl-butyl acetate)